7,7-dimethyl-4-[(3R)-3-(methylamino)pyrrolidin-1-yl]-6,7,8,9-tetrahydropyrimido[5,4-b][1,4]oxazepin-2-amine CC1(CNC2=C(OC1)C(=NC(=N2)N)N2C[C@@H](CC2)NC)C